8-chloro-7-fluoro-1-[8-fluoro-2-{[(2R,7aS)-2-fluorotetrahydro-1H-pyrrolizin-7a(5H)-yl]methoxy}-4-(piperidin-1-yl)pyrido[4,3-d]pyrimidin-7-yl]isoquinolin-3-amine ClC=1C(=CC=C2C=C(N=C(C12)C1=C(C=2N=C(N=C(C2C=N1)N1CCCCC1)OC[C@]12CCCN2C[C@@H](C1)F)F)N)F